rac-(3S)-1,2,3,4-tetrahydroisoquinoline-3-carboxylic acid methyl ester COC(=O)[C@H]1NCC2=CC=CC=C2C1 |r|